C1(=CC=CC=C1)N1N=CC(=C1)CN1CCN(CC1)C1=NC=NC2=CC=CC=C12 4-(4-((1-phenyl-1H-pyrazol-4-yl)methyl)piperazin-1-yl)quinazoline